ClC=1C=CC(=C(C1)C1=CC(N(C=C1OC)C(C(=O)NC1=CC2=CN(N=C2C=C1)C)CC)=O)N1N=NC(=C1)C(F)F 2-[4-{5-chloro-2-[4-(difluoromethyl)-1H-1,2,3-triazol-1-yl]phenyl}-5-methoxy-2-oxopyridin-1(2H)-yl]-N-(2-methyl-2H-indazol-5-yl)butanamide